2-azabicyclo[2.1.1]hexane-4-carbonitrile C12NCC(C1)(C2)C#N